2-Phosphonooxyethyl methacrylate C(C(=C)C)(=O)OCCOP(=O)(O)O